5-((3,3-difluoro-1-(methyl-d3)piperidin-4-yl)oxy)-6-methoxyquinazolin-4-amine FC1(CN(CCC1OC1=C2C(=NC=NC2=CC=C1OC)N)C([2H])([2H])[2H])F